(R)-(4-amino-7-chlorochroman-4-yl)methanol N[C@@]1(CCOC2=CC(=CC=C12)Cl)CO